C(=O)(O)C1=C(C=C(C=C1)C(=O)ON1C(CCC1=O)=O)C=1C=2C=C3C(=CC(N(C3=CC2OC2=CC3=[N+](C(C=C(C3=CC12)CS(=O)(=O)[O-])(C)C)C)C)(C)C)CS(=O)(=O)O 6-(2-carboxy-5-{[(2,5-dioxopyrrolidin-1-yl)oxy]carbonyl}phenyl)-1,2,2,10,10,11-hexamethyl-4-(sulfomethyl)-8-(sulfonatomethyl)-2,10-dihydro-1H-13-oxa-1,11-diazapentacen-11-ium